Cl[Pd]([N+]1=CC(=CC=C1)Cl)Cl dichloro(3-chloropyridin-1-ium-1-yl)palladium